C1(CC1)C#CC=1C=C(C(=C2NC(C(=NC12)C)=O)F)CN1CCN(CC1)C=1C=CC(=NC1F)C(=O)NC 5-(4-((8-(2-cyclopropylethynyl)-5-fluoro-2-methyl-3-oxo-3,4-dihydroquinoxalin-6-yl)methyl)piperazin-1-yl)-6-fluoro-N-methylpyridine-2-carboxamide